(6-{[2-Chloro-4-fluoro-5-(7-morpholin-4-yl-quinazolin-4-yl)-phenyl]hydroxy-methyl}pyridazin-3-yl-oxy)acetonitrile ClC1=C(C=C(C(=C1)F)C1=NC=NC2=CC(=CC=C12)N1CCOCC1)C(C1=CC=C(N=N1)OCC#N)O